(13Z)-13,15-hexadecadien-1-yl acetate C(C)(=O)OCCCCCCCCCCCC\C=C/C=C